ClC=1C=C(C=CC1C=C)NC(OCC1=CC=CC=C1)=O benzyl N-(3-chloro-4-ethenylphenyl)carbamate